C(CCCCC)C(CCCCCCCC)OC(CCCCCOC(C(=O)O)COCCCCCC(OC(CCCCCCCC)CCCCCC)=O)=O 2,3-bis[6-(1-hexylnonyloxy)-6-oxo-hexyloxy]propionic acid